N-(5-(4-(4-acryloylpiperazin-1-yl)pyrido[3,2-d]pyrimidin-6-yl)-2-methoxypyridin-3-yl)-2,6-difluorobenzenesulfonamide C(C=C)(=O)N1CCN(CC1)C=1C2=C(N=CN1)C=CC(=N2)C=2C=C(C(=NC2)OC)NS(=O)(=O)C2=C(C=CC=C2F)F